C1(CC1)CN1C(=CC2=CC(=CC(=C12)OC)F)C=O 1-(cyclopropylmethyl)-5-fluoro-7-methoxy-indole-2-carbaldehyde